(R)-N-(7-chloro-6-(1-((3R,4R)-4-hydroxy-3-methyltetrahydrofuran-3-yl)piperidin-4-yl)isoquinolin-3-yl)tetrahydro-2H-pyran-3-carboxamide ClC1=C(C=C2C=C(N=CC2=C1)NC(=O)[C@H]1COCCC1)C1CCN(CC1)[C@@]1(COC[C@@H]1O)C